Cl.N1=CN=C2NC=NC2=C1N1CCSC(=C1)C(=O)NC[C@H]1NCCC1 (S)-4-(9H-purin-6-yl)-N-(pyrrolidin-2-ylmethyl)-3,4-dihydro-2H-1,4-thiazine-6-carboxamide hydrochloride